FC(C=1C=C(C=C(C1)C(F)(F)F)N(C(=O)C1=NC(=CC=C1)C(=O)N)CCCCCC)(F)F N2-(3,5-bis(trifluoromethyl)phenyl)-N2-hexylpyridine-2,6-dicarboxamide